FC=1C=C(C=CC1F)C=1N=C(SC1C)N 4-(3,4-difluorophenyl)-5-methylthiazol-2-amine